5-acryloyl-2-(4-fluorophenyl)-N,N-dimethyl-3-(pyridin-4-yl)-4,5,6,7-tetrahydropyrazolo[1,5-a]pyrazine-7-carboxamide C(C=C)(=O)N1CC=2N(C(C1)C(=O)N(C)C)N=C(C2C2=CC=NC=C2)C2=CC=C(C=C2)F